FC=1C=C(CCN2C=CC3=CC(=CC=C23)C2C(=C(NC(=C2C=2OC(=NN2)C)CCC2=CC=C(C=C2)F)CC(C)C)C(=O)N)C=CC1F 4-(1-(3,4-difluorophenethyl)-1H-indol-5-yl)-6-(4-fluorophenethyl)-2-isobutyl-5-(5-methyl-1,3,4-oxadiazol-2-yl)-1,4-dihydropyridine-3-carboxamide